ClC=1C(=C(C=CC1)NC1=NC=CC2=C(C(=CC=C12)C)NC(=O)C1=CN=CC2=C1N=CNC2=O)F N-(1-((3-chloro-2-fluorophenyl)amino)-6-methylisoquinolin-5-yl)-4-oxo-3,4-dihydropyrido[4,3-d]pyrimidine-8-carboxamide